7-((2S,5R)-4-(1-(benzo[d]thiazol-6-yl)ethyl)-2,5-diethylpiperazin-1-yl)-2-(but-2-yn-1-yl)-4-methyl-2,4-dihydro-5H-pyrazolo[4,3-b]pyridin-5-one S1C=NC2=C1C=C(C=C2)C(C)N2C[C@@H](N(C[C@H]2CC)C=2C=1C(N(C(C2)=O)C)=CN(N1)CC#CC)CC